CC1NCC1=O 2-methyl-3-azetidinone